C[C@@H]1NC(OC1)=O (S)-4-methyl-2-oxazolidinone